(2R,3aS,6S,6aR)-6-((2-amino-3-chloroquinolin-7-yl)methyl)-2-(4-amino-5-methyl-7H-pyrrolo[2,3-d]pyrimidin-7-yl)hexahydro-3aH-cyclopenta[b]furan-3,3a-diol NC1=NC2=CC(=CC=C2C=C1Cl)C[C@@H]1CC[C@]2([C@@H]1O[C@H](C2O)N2C=C(C1=C2N=CN=C1N)C)O